C(C)(C)(C)[S@@](=O)N[C@@H]1C2=CC(=CC=C2CC12CCN(CC2)C(=O)OC(C)(C)C)CO tert-butyl (S)-1-(((R)-tert-butylsulfinyl)amino)-6-(hydroxymethyl)-1,3-dihydrospiro[indene-2,4'-piperidine]-1'-carboxylate